C1(CC1)C(=O)NC1=CC(=C(N=N1)C(=O)NC([2H])([2H])[2H])NC1=C(C(=CC(=C1)OC)C1=NN(N=C1)C)OC 6-(cyclopropane-carboxamido)-4-((2,5-dimethoxy-3-(2-methyl-2H-1,2,3-triazol-4-yl)phenyl)amino)-N-(methyl-d3)pyridazine-3-carboxamide